C[C@@H]1N(CC=C(C1)OS(=O)(=O)C(F)(F)F)C(=O)OC(C)(C)C tert-butyl (2S)-2-methyl-4-(trifluoromethylsulfonyloxy)-3,6-dihydro-2H-pyridine-1-carboxylate